(R)-S-(2-((2-bromo-6-nitro-4-sulfamoylphenyl)amino)-3-((tertbutyldimethylsilyl)oxy)propyl) ethanethioate C(C)(SC[C@@H](CO[Si](C)(C)C(C)(C)C)NC1=C(C=C(C=C1[N+](=O)[O-])S(N)(=O)=O)Br)=O